C(C)(C)(C)OC(N[C@H]1C[C@H](CCC1)C(NC1=NC=C(C(=C1)C=1C=C(N2CC(CC12)(C)C)C(N(C)C)=O)Cl)=O)=O ((1R,3S)-3-((5-chloro-4-(5-(dimethylcarbamoyl)-2,2-dimethyl-2,3-dihydro-1H-pyrrolizin-7-yl)pyridin-2-yl)carbamoyl)cyclohexyl)carbamic acid tert-butyl ester